(isopentyl) (2-ethylhexyl) terephthalate C(C1=CC=C(C(=O)OCC(CCCC)CC)C=C1)(=O)OCCC(C)C